OCCC1=CN(C(O1)=O)C=1C=CC=2OCC(NC2N1)=O 6-[5-(2-Hydroxyethyl)-2-oxo-1,3-oxazol-3-yl]-4H-pyrido[3,2-b][1,4]oxazin-3-one